FC1=C(C=CC(=C1F)Br)N1C([C@@H](CC1)NC(OC(C)(C)C)=O)=O tert-butyl (R)-(1-(2,3-difluoro-4-bromophenyl)-2-oxopyrrolidin-3-yl)carbamate